5-((2-(4-((3-(2-hydroxyethoxy)benzyl)amino)butoxy)ethyl)amino)benzo[c][2,6]naphthyridine OCCOC=1C=C(CNCCCCOCCNC2=NC3=C(C4=CN=CC=C24)C=CC=C3)C=CC1